CC(=C)CCC1=C2C(=NC(=N1)N)N=CN2 6-isopentenyl-aminopurine